OCCCN(C(OC(C)(C)C)=O)CCOC1=CC=C(C=C1)I tert-butyl (3-hydroxypropyl)(2-(4-iodophenoxy)ethyl)carbamate